4-(3,3-dimethylpiperazin-1-yl)-N-(7-ethoxy-2-methyl-[1,2,4]triazolo[1,5-a]pyridin-6-yl)-2,3-dihydro-1H-pyrrolo[2,3-b]pyridine-1-carboxamide 2,2,2-trifluoroacetate FC(C(=O)O)(F)F.CC1(CN(CCN1)C1=C2C(=NC=C1)N(CC2)C(=O)NC=2C(=CC=1N(C2)N=C(N1)C)OCC)C